OC1=CN(CC1)C1=CC=CC(=N1)CN1N=NC(=C1)C1=C2C(=NC(=C1)C=1C(=C(C#N)C=CC1)C)N(C=N2)C2OCCCC2 3-(7-(1-((6-((R)-3-hydroxypyrrolin-1-yl)pyridin-2-yl)methyl)-1H-1,2,3-Triazol-4-yl)-3-(tetrahydro-2H-pyran-2-yl)-3H-imidazo[4,5-b]pyridin-5-yl)-2-methylbenzonitrile